C(C1=CC=CC=C1)=C1C(NC2=CC=C(C=C12)[N+](=O)[O-])=O 3-benzylidene-5-nitroindolin-2-one